FC(OC=1C=C(C=CC1)NC1CCN(CC1)S(=O)(=O)C1=CC=C(C=C1)C1=CC=C(C=C1)C#N)F 4'-[(4-{[3-(difluoromethoxy)phenyl]Amino}piperidin-1-yl)sulfonyl]-[1,1'-biphenyl]-4-carbonitrile